FC=1C=C(C=C(C1O)F)C=C1N=C(N(C1=O)C)C 4-[(3,5-difluoro-4-hydroxyphenyl)methylidene]-1,2-dimethyl-4,5-dihydro-1H-imidazol-5-one